N1[C@@H](C[C@@H](O)C1)C(=O)O.[Cu] copper hydroxyproline